4-(2,4-difluorophenyl)piperazine FC1=C(C=CC(=C1)F)N1CCNCC1